COC1=C(C=C(C=C1)C2=CC(=O)C3=C(O2)C(=C(C(=C3OC)OC)OC)OC)OC The molecule is a methoxyflavone that is flavone substituted by methoxy groups at positions 5, 6, 7, 8, 3' and 4' respectively. It has a role as a plant metabolite and an antineoplastic agent. It derives from a flavone.